tert-butyl (2s,5r)-5-(N-(allyloxy)-2-nitrophenylsulfonamido)-2-(((tert-butyldimethylsilyl) oxy) methyl)-3-methyl-5,6-dihydropyridine-1(2H)-carboxylate C(C=C)ON(S(=O)(=O)C1=C(C=CC=C1)[N+](=O)[O-])[C@@H]1C=C([C@H](N(C1)C(=O)OC(C)(C)C)CO[Si](C)(C)C(C)(C)C)C